C1(CCCCC1)C#CC1=NC(=C2N=CN(C2=N1)[C@H]1[C@@H]([C@@H]([C@@]2(C[C@H]12)C(=O)NC)O)O)NC (1S,2R,3S,4R,5S)-4-(2-(cyclohexylethynyl)-6-(methylamino)-9H-purin-9-yl)-2,3-dihydroxy-N-methylbicyclo[3.1.0]hexane-1-carboxamide